COCC(=O)N1CCOCC1 4-(2-methoxyacetyl)morpholine